sodium para-chlorom-xylenol ClC1=C(CC(C=C1)(C)O)C.[Na]